FC=1C=C(C=C(C1C)[N+](=O)[O-])C1=NC(=NO1)C1CN(C1)C(=O)OC(C)(C)C tert-butyl 3-(5-(3-fluoro-4-methyl-5-nitrophenyl)-1,2,4-oxadiazol-3-yl)azetidine-1-carboxylate